O[C@@]1(C(N([C@@H]2C[C@H]12)C)=O)C#CC=1C=C(C=CC1)C1=CC=CC(=N1)C(=O)N 6-(3-(((1R,4R,5S)-4-hydroxy-2-methyl-3-oxo-2-azabicyclo[3.1.0]hex-4-yl)ethynyl)phenyl)picolinamide